C(C)(C)NC(=CC(C)=O)C 4-(isopropylamino)-3-penten-2-one